1-phenyl-5-benzylbarbituric acid C1(=CC=CC=C1)N1C(=O)NC(=O)C(C1=O)CC1=CC=CC=C1